bis(4-(4-maleimidophenoxy) phenyl) ether C1(C=CC(N1C1=CC=C(OC2=CC=C(C=C2)OC2=CC=C(C=C2)OC2=CC=C(C=C2)N2C(C=CC2=O)=O)C=C1)=O)=O